ClC1=C(C=C(C=C1)N1C(N(C2(C1=O)CCN(CC2)C(=O)OC(C)(C)C)CC)=O)C2CC2 tert-butyl 3-(4-chloro-3-cyclopropylphenyl)-1-ethyl-2,4-dioxo-1,3,8-triazaspiro[4.5]decane-8-carboxylate